Br[Sn](C)(C)Br dibromodimethyl-tin